C(C)(=O)C1=C(C=C(C=C1)NC(CCCN)=O)C#CCN N-(4-acetyl-3-(3-aminoprop-1-yn-1-yl)phenyl)-4-aminobutanamide